(1r,3s)-3-[(3R)-3-(1-{5-cyclopropyl-4-[(1R)-1-(2,4-dichlorophenyl)ethoxy]pyridin-2-yl}azetidin-3-yl)piperidin-1-yl]-1-methylcyclobutane-1-carboxylic acid C1(CC1)C=1C(=CC(=NC1)N1CC(C1)[C@@H]1CN(CCC1)C1CC(C1)(C(=O)O)C)O[C@H](C)C1=C(C=C(C=C1)Cl)Cl